ClC=1C=C(C=CC1)N1CCN(CC1)C(CN1N=C(C=CC1=O)C1=CC=C(C=C1)OC)=O 2-(2-(4-(3-chlorophenyl)piperazin-1-yl)-2-oxoethyl)-6-(4-methoxyphenyl)pyridazin-3(2H)-one